N-nitrosophenyl-Hydroxyamine N(=O)N(O)C1=CC=CC=C1